ClC1=C(C=CC=C1F)C1=CC(=C(C=C1)OC)NC1=NC=NC2=CC(=C(C=C12)OC1CN(C1)C(C=C)=O)OC 1-(3-((4-((2'-chloro-3'-fluoro-4-methoxy-[1,1'-biphenyl]-3-yl)amino)-7-methoxyquinazoline-6-yl)oxy)azetidin-1-yl)prop-2-en-1-one